COC1=C(C=CC(=C1)B1OC(C(O1)(C)C)(C)C)[C@H](C)N[S@@](=O)C(C)(C)C (S)-N-((S)-1-(2-methoxy-4-(4,4,5,5-tetramethyl-1,3,2-dioxaborolan-2-yl)phenyl)ethyl)-2-methylpropane-2-sulfinamide